[Ni](O)O nickelous hydroxide